(r)-(+)-1,1,2-triphenyl-1,2-ethanediol 2-acetate CC(=O)O[C@H](C1=CC=CC=C1)C(C2=CC=CC=C2)(C3=CC=CC=C3)O